4-(2-((4-chloro-2-fluorobenzofuran-7-yl)methoxy)-6-fluorophenyl)piperidine ClC1=CC=C(C2=C1C=C(O2)F)COC2=C(C(=CC=C2)F)C2CCNCC2